C(C)(=O)C=1C=C2C(C(N(C2=CC1C(=O)OCC)C1CC1)=O)(C)C Ethyl 5-acetyl-1-cyclopropyl-3,3-dimethyl-2-oxo-indoline-6-carboxylate